C1(CC1)CS(=O)C(=O)N1CCC(CC1)C(=O)O 1-(((cyclopropyl-methyl)sulfinyl)-carbonyl)piperidine-4-carboxylic acid